(S)-6-chloro-1-(3-hydroxy-2-(hydroxymethyl)propyl)-2,3,4,9-tetrahydro-1H-pyrido[3,4-b]indol-2-ium ClC=1C=C2C3=C(NC2=CC1)[C@@H]([NH2+]CC3)CC(CO)CO